N1(CCC1)C1=NC2=CC(=CC=C2C=C1)SSC1=CC=C2C=CC(=NC2=C1)N1CCC1 2-(azetidin-1-yl)-7-{[2-(azetidin-1-yl)quinolin-7-yl]disulfanyl}quinoline